methyl 3-chloro-5-((difluoromethyl)thio)benzoate ClC=1C=C(C(=O)OC)C=C(C1)SC(F)F